C(C)(C)(C)OC(=O)N1CCC(CC1)(C(N)=O)C1=C(C2=C(N=C(NC2=O)C)C=N1)Br 4-(5-bromo-2-methyl-4-oxo-3,4-dihydropyrido[3,4-d]pyrimidin-6-yl)-4-carbamoylpiperidine-1-carboxylic acid tert-butyl ester